The molecule is a clothiadin that has E configuration at the C=N bond of the nitroguanidine moiety. It has a role as a neonicotinoid insectide. CN/C(=N\\[N+](=O)[O-])/NCC1=CN=C(S1)Cl